CC(CC1=CC2=C(C=C1)OCO2)(C)NC α,α,N-trimethyl-3,4-methylenedioxyphenethylamine